ClCOC1CCC(CC1)C1=CC=CC=C1 [4-(chloromethoxy)cyclohexyl]Benzene